2-fluoro-N-((2R)-1-(7-(4-fluorophenyl)-10-oxo-3,9-diazaspiro[5.5]-undecan-3-yl)-3-methyl-1-oxobutan-2-yl)-5-(trifluoromethyl)benzamide FC1=C(C(=O)N[C@@H](C(=O)N2CCC3(CC2)C(CNC(C3)=O)C3=CC=C(C=C3)F)C(C)C)C=C(C=C1)C(F)(F)F